monophosphine chromium [Cr].P